2-ethyl-6-stearoyloxy-1,4-phenylene ether C(C)C1=C2C(=CC(=C1)O2)OC(CCCCCCCCCCCCCCCCC)=O